CN([C@H]1[C@@H](CCC1)OC=1C=NC(=NC1)C1=NC=CC=C1)C (1R,2R)-N,N-dimethyl-2-((2-(pyridin-2-yl)pyrimidin-5-yl)oxy)cyclopentan-1-amine